C(C)(C)(C)OC(=O)N1CCN(CC1)C=1C2=C(N=CN1)N(C=C2I)S(=O)(=O)C2=CC=C(C)C=C2 (2r,5s)-4-(5-iodo-7-tosyl-7H-pyrrolo[2,3-d]pyrimidin-4-yl)piperazine-1-carboxylic acid tert-butyl ester